Ethyl 2-(4-((4-([1,1'-biphenyl]-4-yl)-5-oxo-4,5-dihydro-1H-1,2,4-triazol-1-yl) methyl)-2,6-dimethylphenoxy)-2-methylpropionate C1(=CC=C(C=C1)N1C=NN(C1=O)CC1=CC(=C(OC(C(=O)OCC)(C)C)C(=C1)C)C)C1=CC=CC=C1